2,2-diethyl-6-{5-[1-(propan-2-yl)-1H-1,2,3-benzotriazol-5-yl]-1,3,4-oxadiazol-2-yl}-3,4-dihydro-2H-1-benzopyran-4-one C(C)C1(OC2=C(C(C1)=O)C=C(C=C2)C=2OC(=NN2)C2=CC1=C(N(N=N1)C(C)C)C=C2)CC